o-(tert-butyl)6-(3-(4-acetylpiperazin-1-yl)-4-(5-chloro-1-(tetrahydro-2H-pyran-2-yl)-1H-indazol-4-yl)-5-methyl-1H-pyrazol-1-yl)-1-methyl-2-azaspiro[3.3]heptane C(C)(C)(C)C1N(CCN(C1)C(C)=O)C1=NN(C(=C1C1=C2C=NN(C2=CC=C1Cl)C1OCCCC1)C)C1CC2(CNC2C)C1